O=C(CCC=1OC=C2C=CC=CC12)C 3-(3-oxo-butyl)isobenzofuran